BrC=1C=CC=2[C@@H]([C@@H]3[C@H](C2C1)C3)NC (1aR,6R,6aS)-3-bromo-N-methyl-1,1a,6,6a-tetrahydrocyclopropa[a]inden-6-amine